C(C)(=O)NC=1C=C2C(=CN1)N(C=C2C2=CC(=C1C(=N2)C2(OCC1)COCC2)OCC2CN(C2)C(=O)OC(C)(C)C)C tert-butyl 3-(((2'-(5-acetamido-1-methyl-1H-pyrrolo[2,3-c]pyridin-3-yl)-4,5,5',6'-tetrahydro-2H-spiro[furan-3,8'-pyrano[3,4-b]pyridin]-4'-yl)oxy)methyl)azetidine-1-carboxylate